2-((4-(3-((4-cyano-2-fluorobenzyl)oxy)phenyl)piperazin-1-yl)methyl)-1-((1-fluorocyclopropyl)methyl)-1H-benzo[d]imidazole-6-carboxylic acid C(#N)C1=CC(=C(COC=2C=C(C=CC2)N2CCN(CC2)CC2=NC3=C(N2CC2(CC2)F)C=C(C=C3)C(=O)O)C=C1)F